Z-1-chloro-3-(2-chlorophenyl)-2-(4-fluorophenyl)-2-propene ClC\C(=C/C1=C(C=CC=C1)Cl)\C1=CC=C(C=C1)F